C(=O)(O)C1=CC=C(OC2=NC(=NC(=N2)C2=CC=C(C=C2)N)C2=CC=C(C=C2)N)C=C1 2-(4-carboxyphenoxy)-4,6-bis(4-aminophenyl)-1,3,5-triazine